NC(CN(CC(=O)O)CC(=O)O)=O 2-[(2-amino-2-oxoethyl)-(carboxymethyl)amino]acetic acid